CC1=CC=C(C=C1)CCNC(=N)N 1-(4-methylphenylethyl)guanidine